CN([C@@H]1C[C@@H](CC1)C=1SC(=C(N1)C(F)(F)F)C1=NC(=NC=C1F)NC1CCN(CC1)S(=O)(=O)C)C 4-[2-[(1R,3S)-3-(dimethylamino)cyclopentyl]-4-(trifluoromethyl)thiazol-5-yl]-5-fluoro-N-(1-methylsulfonyl-4-piperidyl)pyrimidin-2-amine